N1(C=NC=C1)[C@H](COC=1C=CC=C2C=C(N(C12)CC1CC1)C1=NC=2C(=NC=3CCN(C(C3C2)=O)C[C@@H](CF)N)N1C)C 2-(7-((S)-2-(1H-imidazol-1-yl)propoxy)-1-(cyclopropylmethyl)-1H-indol-2-yl)-7-((S)-2-amino-3-fluoropropyl)-3-methyl-3,5,6,7-tetrahydro-8H-imidazo[4,5-b][1,6]naphthyridin-8-one